S1C=NC2=C1C=C(C=C2)NC2=N\C(\C(N2)=O)=C/C=2C=C1N=CC=NC1=CC2 (Z)-2-(benzo[d]thiazol-6-ylamino)-5-(quinoxalin-6-ylmethylene)-3,5-dihydro-4H-imidazol-4-one